methyltrimethoxysilane isocyanate [N-]=C=O.C[Si](OC)(OC)OC